4-bromopentyldecyloxymethyl ether BrC(CCCC(OCCCCCCCCCC)OC(CCCC(C)Br)OCCCCCCCCCC)C